CN1C(N2C3=C1C=NC1=CC=C(C(=C31)NCC23CCC3)C=3C=NC(=CC3)OCCCN3CCCCC3)=O 2-methyl-7-(6-(3-(piperidin-1-yl)propoxy)pyridin-3-yl)-8,9-Dihydrospiro[2,4,8,10a-tetraazanaphtho[2,1,8-cde]azulene-10,1'-cyclobutane]-1(2H)-one